ethyl 2-(2-((5-bromobenzofuran-3-yl)methoxy)-5-methylphenyl)acetate BrC=1C=CC2=C(C(=CO2)COC2=C(C=C(C=C2)C)CC(=O)OCC)C1